BrC=1C=C(C=CC1)SCC(=O)OC(C)(C)C tert-Butyl [(3-bromophenyl)sulfanyl]acetate